CC1=CN=C2N1C=C(C=C2)C=2C=C(N)C=CC2 3-(3-methylimidazo[1,2-a]pyridin-6-yl)aniline